N-(4-(3-(pyridin-4-yl)phenyl)thiazol-2-yl)azetidine-2-carboxamide hydrochloride Cl.N1=CC=C(C=C1)C=1C=C(C=CC1)C=1N=C(SC1)NC(=O)C1NCC1